6-tert-Butyl-4-chloro-5-phenylthieno[2,3-d]pyrimidine C(C)(C)(C)C1=C(C2=C(N=CN=C2Cl)S1)C1=CC=CC=C1